CN([SiH](O[Si](O[Si](O[Si](C)(C)C)(C)C)(C)C)C)C 1-dimethylamino-1,3,3,5,5,7,7,7-octamethyl-tetrasiloxane